4-fluoro-7-(5-{[(1S,2S,3R)-2-fluoro-8-azabicyclo[3.2.1]octan-3-yl](methyl)amino}pyrazin-2-yl)isoquinolin-8-ol FC1=CN=CC2=C(C(=CC=C12)C1=NC=C(N=C1)N(C)[C@H]1[C@H]([C@@H]2CCC(C1)N2)F)O